The molecule is an organic sodium salt resulting from the formal condensation of Congo corinth (acid form) with two equivalents of sodium hydroxide. A histological dye used to stain frozen sections for rapid diagnosis and to demonstrate amuloid. It has a role as a fluorochrome and a histological dye. It contains a Congo corinth(2-). C1=CC=C2C(=C1)C(=CC(=C2N)N=NC3=CC=C(C=C3)C4=CC=C(C=C4)N=NC5=C(C6=CC=CC=C6C(=C5)S(=O)(=O)[O-])O)S(=O)(=O)[O-].[Na+].[Na+]